tantalum-silver-zinc [Zn].[Ag].[Ta]